5-(4-methoxyphenyl)-N-(cyclopropylformyl)quinazolin-2-amine COC1=CC=C(C=C1)C1=C2C=NC(=NC2=CC=C1)NC(=O)C1CC1